N[C@H](C)C1=CC=CC(=C1)F (R)-2-(1-aminoethyl)-4-fluorobenzene